hydroxynaphthyl-aniline ON(C1=CC=CC=C1)C1=CC=CC2=CC=CC=C12